C(C)(C)(C)OC(NC1=NC=CC=C1)=O tert-butylpyridine-2-carbamate